FC=1C=C(C=C(C1)F)C\C=C/CC (Z)-5-(3,5-difluorophenyl)pent-3-ene